CNCCC(C=1SC=CC1)OC1=CC=CC2=CC=CC=C12 N-methyl-3-(1-naphthoxy)-3-(2-thienyl)propanamine